N1(C=NC2=C1C=CC=C2)C2=CC=C(C=C2)NC(=O)N2N=C(C=C2N)C2CC2 5-amino-3-cyclopropylpyrazol-1-carboxylic acid (4-benzimidazol-1-yl-phenyl)-amide